C(C=C)C=1C(=C(C(=CC1)O)C1=CC=C(C=C1)O)CC=C diallyl-2,4'-biphenol